2,2-Dioctylpropane C(CCCCCCC)C(C)(C)CCCCCCCC